[Na+].S(=O)([O-])[O-].[Na+] sulfite sodium salt